4,6-difluoropyrazolo[1,5-a]pyridine-3-carboxylic acid ethyl ester C(C)OC(=O)C=1C=NN2C1C(=CC(=C2)F)F